{3-[(cyclopropylmethyl-amino)-phenanthren-9-yl-methyl]-phenyl}-amide C1(CC1)CNC(C=1C=C(C=CC1)[NH-])C=1C2=CC=CC=C2C=2C=CC=CC2C1